C(C(C)C)SC1=C(C=CC=C1)OC isobutyl-(2-methoxyphenyl)sulfane